C(C)(C)(C)OC(=O)N1N=CC2=CC(=CC=C12)C(=O)N(C)[C@@H]1C=2C3=C(C(NC2CN(C1)C(=O)OC(C)(C)C)=O)C=C(C(=C3)F)F |r| Racemic-tert-butyl 1-(1-(tert-butoxycarbonyl)-N-methyl-1H-indazole-5-carboxamido)-8,9-difluoro-6-oxo-1,4,5,6-tetrahydrobenzo[c][1,7]naphthyridine-3(2H)-carboxylate